5-hydroxy-4-(4-isopropyl-2,5-dioxoimidazolidin-4-yl)-2-methylbenzoic acid OC=1C(=CC(=C(C(=O)O)C1)C)C1(NC(NC1=O)=O)C(C)C